3-(3-phenylpropyl)-5-[(2S,4R)-4-hydroxy-1-isobutylsulfonyl-pyrrolidin-2-yl]-1,2,4-oxadiazole ethyl-(E)-3-(pyridin-2-yl)acrylate C(C)OC(\C=C\C1=NC=CC=C1)=O.C1(=CC=CC=C1)CCCC1=NOC(=N1)[C@H]1N(C[C@@H](C1)O)S(=O)(=O)CC(C)C